C(C)C(CC)(CCCCCCCCCCCC)C1C(N=NO1)=O 5-(3-ethylpentadecan-3-yl)-1,2,3-oxadiazol-4(5H)-one